C(C)(C)(C)OC(CN1C(OC2(C1=O)CCC1=CC(=CC(=C12)F)N=C(C1=CC=CC=C1)C1=CC=CC=C1)=O)=O 2-(5-((diphenylmethylene)amino)-7-fluoro-2',4'-dioxo-2,3-dihydrospiro[indene-1,5'-oxazolidine]-3'-yl)acetic acid t-butyl ester